pyrimido[6,1-a]isoquinoline C=1C=NCN2C1C1=CC=CC=C1C=C2